COC1=CC=C(C=C1)CN1C(C(CCC1=O)N1C(N(C2=C1C=CC(=C2)N2CCC(CC2)CN(C(OC(C)(C)C)=O)C)C)=O)=O Tert-butyl N-[[1-(1-[1-[(4-methoxyphenyl)methyl]-2,6-dioxopiperidin-3-yl]-3-methyl-2-oxo-1,3-benzodiazol-5-yl)piperidin-4-yl]methyl]-N-methylcarbamate